ClC1=CC=C(CC2CCC(C2(O)CN2N=CN=C2)(C)CCl)C=C1 5-(4-chlorobenzyl)-2-(chloromethyl)-2-methyl-1-(1H-1,2,4-triazol-1-ylmethyl)cyclopentane-1-ol